N-[(2,4-Difluorophenyl)methyl]-4-[[4-oxo-6-(1H-pyrazol-4-yl)quinazolin-3-yl]methyl]benzamide FC1=C(C=CC(=C1)F)CNC(C1=CC=C(C=C1)CN1C=NC2=CC=C(C=C2C1=O)C=1C=NNC1)=O